2H-pyridazino[1',6':4,5]pyrazino[2,1-b][1,3]oxazine-6,8-dione O1C=2N(C=CC1)C(C=1N(C2)N=CC(C1)=O)=O